FC=1C(=CC(=NC1)C)C=1NC2=CC=C(C=C2C1C(C)C)C1CCN(CC1)CC1=NOC(=C1)C 3-((4-(2-(5-fluoro-2-methylpyridin-4-yl)-3-isopropyl-1H-indol-5-yl)piperidin-1-yl)methyl)-5-methylisoxazole